N1(N=NN=C1)C1=CC=C(C=C1)C1=CC=C2C(=N1)SC(=N2)OCC2CCN(CC2)C2=NC(=NO2)C(C)C 5-(4-(((5-(4-(1H-tetrazol-1-yl)phenyl)thiazolo[5,4-b]pyridin-2-yl)oxy)methyl)piperidin-1-yl)-3-isopropyl-1,2,4-oxadiazol